C1(CCC1)N1C(=CC2=CC(=C(C=C12)C1=NNC(=N1)C(F)(F)F)F)C1=CC=C(N)C=C1 4-(1-cyclobutyl-5-fluoro-6-(5-(trifluoromethyl)-1H-1,2,4-triazol-3-yl)-1H-indol-2-yl)aniline